2-(3,5-dimethoxy-4-methylsulfanylphenyl)ethanamine COC=1C=C(C=C(C1SC)OC)CCN